N1C(C(=CC=C1)C=1C=NC=CC1)=O [3,3'-bipyridyl]-2(1H)-one